FC1=C(C(=C(C(=C1F)F)F)F)OCC(=O)O 2,3,4,5,6-pentafluorophenyloxyacetic acid